N-(5-(2-chloroacetamido)-2-methylpyridin-3-yl)-2-(1-methyl-1H-pyrazol-4-yl)-1-((2-(trimethylsilyl)ethoxy)methyl)-1H-pyrrolo[2,3-b]pyridine-5-carboxamide ClCC(=O)NC=1C=C(C(=NC1)C)NC(=O)C=1C=C2C(=NC1)N(C(=C2)C=2C=NN(C2)C)COCC[Si](C)(C)C